C(CCC)C1=NC2(C(N1CC1=CC=C(C=C1)C=1C=C(C=CC1/C(/N)=N/O)C1=CC=CC=C1)=O)CCCC2 (Z)-4''-((2-butyl-4-oxo-1,3-diazaspiro[4.4]non-1-en-3-yl)methyl)-N'-hydroxy-[1,1':3',1''-terphenyl]-4'-carboximidamide